2-(4-fluoropiperidin-1-yl)-6-methylpyrimidin FC1CCN(CC1)C1=NC(=CC=N1)C